ClC=1SC=CC1CCCCCC chloro-3-hexylthiophene